C(#N)I cyanoiodide